2-(5,7-dibromo-2-oxo-2,3-dihydro-1H-indol-1-yl)acetamide BrC=1C=C2CC(N(C2=C(C1)Br)CC(=O)N)=O